ClC=1C(=C(C=C(C1)C(F)(F)F)CC#N)N1N=CC(=C1)C1=C2C(=NC=C1)NC=C2 [3-chloro-2-[4-(1H-pyrrolo[2,3-b]pyridin-4-yl)-1H-pyrazol-1-yl]-5-(trifluoromethyl)phenyl]acetonitrile